3,4-diphenyl-1-propyl-1H-pyrrole-2,5-dione C1(=CC=CC=C1)C=1C(N(C(C1C1=CC=CC=C1)=O)CCC)=O